[Cl-].COC1=C(/C=C/C2=CC=C(OC3CSC4=[N+]3C=CC=C4)C=C2)C=CC=C1 (E)-3-(4-(2-methoxystyryl)phenoxy)-2,3-dihydrothiazolo[3,2-a]pyridin-4-ium chloride